2,3,5-Trimethyl-6-(((tetrahydro-2H-pyran-2-yl)thio)methyl)pyrazine CC1=NC(=C(N=C1C)C)CSC1OCCCC1